C(CCCC\C=C/C\C=C/C\C=C/CCCCC)(=O)[O-] γ-linolenate